tert-butyl (1R,5S)-8-benzyl-2-(2-oxoethyl)-3,8-diazabicyclo[3.2.1]octane-3-carboxylate C(C1=CC=CC=C1)N1[C@H]2C(N(C[C@@H]1CC2)C(=O)OC(C)(C)C)CC=O